C(C)OC(=O)C1CN(CC1)S(=O)(=O)C 1-(methylsulfonyl)pyrrolidine-3-carboxylic acid ethyl ester